(S)-2-(4-bromophenyl)-1-(4-((5R,7R)-7-hydroxy-5-methyl-6,7-dihydro-5H-cyclopenta[d]pyrimidin-4-yl)piperazin-1-yl)-3-(4-hydroxypiperidin-1-yl)propan-1-one BrC1=CC=C(C=C1)[C@H](C(=O)N1CCN(CC1)C=1C2=C(N=CN1)[C@@H](C[C@H]2C)O)CN2CCC(CC2)O